propyl (S)-2-isocyanato-3-tertiary-butoxypropionate N(=C=O)[C@H](C(=O)OCCC)COC(C)(C)C